N2-benzyl-N6-hydroxy-4-methyl-3,4-dihydro-2H-benzo[b][1,4]oxazine-2,6-dicarboxamide hydrochloride Cl.C(C1=CC=CC=C1)NC(=O)C1CN(C2=C(O1)C=CC(=C2)C(=O)NO)C